5-Chloro-3-(4-chloro-3-trifluoromethyl-benzenesulfonylamino)-pyridine-2-carboxylic acid (3-amino-phenyl)-isopropyl-amide NC=1C=C(C=CC1)N(C(=O)C1=NC=C(C=C1NS(=O)(=O)C1=CC(=C(C=C1)Cl)C(F)(F)F)Cl)C(C)C